4-methoxy-7-phenyl-1H-1,3-benzodiazol COC1=CC=C(C=2NC=NC21)C2=CC=CC=C2